ClC=1C=CC(=C(C1)C1=CC(N(C=C1OC)[C@H](C(=O)NC1=CC(=C(C(=O)N)C=C1)F)CCC)=O)N1N=NN=C1 4-{[(2S)-2-{4-[5-chloro-2-(1H-tetrazol-1-yl)phenyl]-5-methoxy-2-oxopyridin-1(2H)-yl}pentanoyl]amino}-2-fluorobenzamide